ClC1=C(\C=N\N=C\2/NC(=NN2)C(F)(F)F)C(=CC=C1)Cl (E)-5-((E)-(2,6-dichlorobenzylidene)hydrazono)-3-(trifluoromethyl)-4,5-dihydro-1H-1,2,4-triazole